ClC=1N=CC(=NC1)N[C@@H]1C[C@@H]2CN([C@H]1C2)C(=O)C2=C(C(=CC=C2)F)N2N=CC=N2 ((1S,4S,6R)-6-((5-chloropyrazin-2-yl)amino)-2-azabicyclo[2.2.1]heptan-2-yl)(3-fluoro-2-(2H-1,2,3-triazol-2-yl)phenyl)methanone